tert-butyl (2-(2-(2-((2S,3S)-1-methyl-5-oxo-2-(pyridin-3-yl)pyrrolidine-3-carboxamido)ethoxy)ethoxy)ethyl)carbamate CN1[C@@H]([C@H](CC1=O)C(=O)NCCOCCOCCNC(OC(C)(C)C)=O)C=1C=NC=CC1